3-[3-[4-(chloromethyl)phenyl]-5-phenyl-imidazo[4,5-b]pyridin-2-yl]pyridin-2-amine ClCC1=CC=C(C=C1)N1C(=NC=2C1=NC(=CC2)C2=CC=CC=C2)C=2C(=NC=CC2)N